FC1=C(OC2CCN(CC2)C=2N=C3C(=NC2C2=CCC4(OCCO4)CC2)CN(CC3)C(C)=O)C=CC(=C1)F 1-(2-(4-(2,4-difluorophenoxy)piperidin-1-yl)-3-(1,4-dioxaspiro[4.5]dec-7-en-8-yl)-7,8-dihydropyrido[3,4-b]pyrazin-6(5H)-yl)ethan-1-one